4-chloro-7-fluoro-6-(1,2,3,6-tetrahydropyridin-5-yl)-1H-indazole ClC1=C2C=NNC2=C(C(=C1)C1=CCCNC1)F